(5-chloro-3-cyclopropylpyrazolo[1,5-a]pyrimidin-7-yl)((5-methoxyimidazo[1,2-a]pyridin-2-yl)methyl)carbamic acid tert-butyl ester C(C)(C)(C)OC(N(CC=1N=C2N(C(=CC=C2)OC)C1)C1=CC(=NC=2N1N=CC2C2CC2)Cl)=O